di(3-butynyl) oxalate C(C(=O)OCCC#C)(=O)OCCC#C